FC=1C=C(C=C(C1C)NC(=O)C1=CN=C2N1C=C(C=C2)OC)C2=NOC(=N2)C2CN(C2)C(=O)OC methyl 3-(3-(3-fluoro-5-(6-methoxyimidazo[1,2-a]pyridine-3-carboxamido)-4-methylphenyl)-1,2,4-oxadiazol-5-yl)azetidine-1-carboxylate